COC(C(CC(=O)C1=CC(=CC=C1)OCC1COC1)=O)=O 4-[3-(Oxetan-3-ylmethoxy)phenyl]-2,4-dioxobutyric acid methyl ester